tert-butyl (Z)-4-(icos-11-enoyl)piperazine-1-carboxylate C(CCCCCCCCC\C=C/CCCCCCCC)(=O)N1CCN(CC1)C(=O)OC(C)(C)C